FC=1C=C(C=CC1)C(=O)C1=CNC=2N=C(N=C(C21)NC2CCC(CC2)CO)NC2=CC=C(C=C2)N2CCOCC2 (3-fluorophenyl)(4-(((1r,4r)-4-(hydroxymethyl)cyclohexyl)amino)-2-((4-morpholinophenyl)amino)-7H-pyrrolo[2,3-d]pyrimidin-5-yl)Methanone